CC1(OC1)C=1C=CC(=NC1)CN(C(OC(C)(C)C)=O)[C@H](C)C1=NC=CC=N1 tert-butyl ((5-(2-methyloxiran-2-yl)pyridin-2-yl)methyl)((R)-1-(pyrimidin-2-yl)ethyl)carbamate